4-amino-N-((4S)-7-bromo-3,4-dihydro-1H-2-benzopyran-4-yl)-N-methyl-1,3-dihydrofuro[3,4-c]-[1,7]naphthyridine-8-carboxamide NC1=NC=2C=NC(=CC2C2=C1COC2)C(=O)N(C)[C@@H]2COCC1=C2C=CC(=C1)Br